4-bromo-5-fluoro-3-methyl-2-(4-methyl-1H-pyrazol-5-yl)aniline BrC1=C(C(=C(N)C=C1F)C1=C(C=NN1)C)C